OB1OC2=C(C[C@@H]1NC(C(C1=CC=C(C=C1)P(=O)(O)O)NC(=O)[C@H]1CNCCO1)=O)C=CC=C2C(=O)O (3R)-2-hydroxy-3-(2-((R)-morpholine-2-carboxamido)-2-(4-phosphonophenyl)acetamido)-3,4-dihydro-2H-benzo[e][1,2]oxaborinine-8-carboxylic acid